4-([1,1'-Biphenyl]-4-yl)-2-((4-chlorophenyl)amino)-5,5-difluoropent-4-enoic acid ethyl ester C(C)OC(C(CC(=C(F)F)C1=CC=C(C=C1)C1=CC=CC=C1)NC1=CC=C(C=C1)Cl)=O